tert-butyl ((3-fluoro-4-iodopyridin-2-yl)methyl)carbamate FC=1C(=NC=CC1I)CNC(OC(C)(C)C)=O